C(C)=C1CC(=NC=C1)C1=NC=CC=C1 4'-ethylidenebipyridine